ClC1=NC=CC(=C1Cl)C=1N=C(C(=NC1)CNC[C@@H]1CCC(N1)=O)OC (S)-5-((((5-(2,3-dichloropyridin-4-yl)-3-methoxypyrazin-2-yl)methyl)amino)methyl)pyrrolidin-2-one